5-trifluoromethyl-3-indolecarboxylic acid FC(C=1C=C2C(=CNC2=CC1)C(=O)O)(F)F